1-p-nitrophenyl-6,7-dimethoxyisochroman [N+](=O)([O-])C1=CC=C(C=C1)C1OCCC2=CC(=C(C=C12)OC)OC